heptanoylhydrazine C(CCCCCC)(=O)NN